COCC=1C=C(CNCCCCOCCNC=2C=3C=NNC3C=C(C2)C2=CN=NC=C2)C=C(C1)OC(F)(F)F N-(2-(4-((3-(methoxymethyl)-5-(trifluoromethoxy)benzyl)amino)butoxy)ethyl)-6-(pyridazin-4-yl)-1H-indazol-4-amine